NC1=CC(=C2C(=N1)C=C(N2)CN2C(C1=CC(=CC=C1[C@@]21C(N(CC1)CC1(CC1)C)=O)F)=O)C#N (S)-5-amino-2-((5-fluoro-1'-((1-methylcyclopropyl)methyl)-2',3-dioxospiro[isoindoline-1,3'-pyrrolidin]-2-yl)methyl)-1H-pyrrolo[3,2-b]pyridine-7-carbonitrile